OC=1C=CC2=C(CN(S(O2)(=O)=O)[C@H](C)C=2C=C(C=CC2C)C(CC(=O)OCC)C2=C(C3=C(N(N=N3)CCCCCO)C=C2)C)C1 ethyl 3-{3-[(1R)-1-(6-hydroxy-2,2-dioxo-2H-1,2λ6,3-benzoxathiazin-3(4H)-yl)ethyl]-4-methylphenyl}-3-[1-(5-hydroxypentyl)-4-methyl-1H-benzotriazol-5-yl]propanoate